N-[(3R)-1-Ethyl-3-piperidyl]-6-fluoro-5-[2-methoxy-4-(trifluoromethyl)phenyl]-3H-imidazo[4,5-b]pyridin-2-amine C(C)N1C[C@@H](CCC1)NC1=NC=2C(=NC(=C(C2)F)C2=C(C=C(C=C2)C(F)(F)F)OC)N1